FC(C(=O)O)(F)F.C1NCC12CC(C2)=O 2-azaspiro[3.3]heptan-6-one trifluoroacetate